C1(=CC(=CC=C1)N1CCNCC1)C1=CC=CC=C1 1-([1,1'-biphenyl]-3-yl)piperazine